C(N)(=O)C=1C=C(OC[C@@H]2CC[C@H](CC2)C(=O)O)C=CC1C trans-4-[(3-carbamoyl-4-methyl-phenoxy)methyl]cyclohexanecarboxylic acid